C(CCCCO)O 1,5-PENTANDIOL